t-butyl hydroperoxide sodium hydroxymethanesulfinate OCS(=O)[O-].[Na+].C(C)(C)(C)OO